N1(N=CN=C1)C[C@@H]1[C@H]([C@H]([C@@H](O1)N1C(N=C(C=C1)NC(C1=CC=CC=C1)=O)=O)OC)O N-(1-((2r,3r,4r,5r)-5-((1H-1,2,4-triazol-1-yl)methyl)-4-hydroxy-3-methoxytetrahydrofuran-2-yl)-2-oxo-1,2-dihydropyrimidin-4-yl)benzamide